2-(1-methylethoxy)-ethanol CC(C)OCCO